C1(CCCCC1)COC1=CC=CC=2/C(/COC21)=C/CCC (Z)-7-(cyclohexylmethoxy)-3-butylidenebenzofuran